(1R,2S,5S)-N-[cyano-[7-(trifluoromethyl)-4-isoquinolyl]methyl]-3-[(2S)-3,3-dimethyl-2-[(2,2,2-trifluoroacetyl)amino]butanoyl]-6,6-dimethyl-3-azabicyclo[3.1.0]hexane-2-carboxamide C(#N)C(NC(=O)[C@@H]1[C@H]2C([C@H]2CN1C([C@H](C(C)(C)C)NC(C(F)(F)F)=O)=O)(C)C)C1=CN=CC2=CC(=CC=C12)C(F)(F)F